Tetramethyldisilyl-(3-butyl-cyclopentadienyl)(indenyl)zirconium dichloride [Cl-].[Cl-].C[Zr](C1C=CC2=CC=CC=C12)(C1C=C(C=C1)CCCC)([SiH3])([SiH3])(C)(C)C